3-{5-bromo-4,7-dimethyl-7H-pyrrolo[2,3-d]pyrimidin-6-yl}-6-[2-(tert-butyl-dimethylsilyl)ethynyl]-2,4-dimethylpyridine BrC1=C(N(C=2N=CN=C(C21)C)C)C=2C(=NC(=CC2C)C#C[Si](C)(C)C(C)(C)C)C